COC1=CC(=NC=C1C#N)N1N=CC(=C1)CC=O 4-methoxy-6-(4-(2-oxoethyl)-1H-pyrazol-1-yl)nicotinonitrile